1-dodecylazepan C(CCCCCCCCCCC)N1CCCCCC1